OCCC(C)(C)NC(=O)C=1C=NC(=C(C1)C1=NN(C=C1)C)OC1=CC=C(C=C1)C(F)(F)F N-(4-Hydroxy-2-methylbutan-2-yl)-5-(1-methyl-1H-pyrazol-3-yl)-6-[4-(trifluoromethyl)phenoxy]pyridine-3-carboxamide